SCC=1C=C(C(=CC1CS)C)C 4,5-bis(mercaptomethyl)o-xylene